C1(=CC=CC=C1)S(=O)(=O)O.N1(CCCCC1)C(=O)O piperidine-1-carboxylic acid benzenesulfonate salt